5-amino-3-bromopyrazole-4-carbonitrile NC1=C(C(=NN1)Br)C#N